CC(CC(CO)CCC)C 4-methyl-2-propyl-1-pentanol